tert-butyl 2-(2-methyl-5-nitroquinolin-3-yl)acetate CC1=NC2=CC=CC(=C2C=C1CC(=O)OC(C)(C)C)[N+](=O)[O-]